ClC1=C(C=C(C=C1)C1=CC=C(O1)\C=C/1\C(=NN(C1=O)C=1C=C(C(=O)OCC)C=CC1)C)C(NC1CC1)=O (Z)-Ethyl 3-(4-((5-(4-chloro-3-(cyclopropylcarbamoyl)phenyl)furan-2-yl)methylene)-3-methyl-5-oxo-4,5-dihydro-1H-pyrazol-1-yl)benzoate